COC=1C=C(CC2=C3C(NC(C3=CC=C2)=O)=N)C=CC1OC (3,4-dimethoxybenzyl)-3-iminoisoindolone